Cl.N[C@@H]1C[C@H](CC1)NC1=CC=C(C=N1)N1C(N(CC1=O)C)=O 3-(6-(((1S,3S)-3-aminocyclopentyl)amino)pyridin-3-yl)-1-methylimidazolidine-2,4-dione hydrochloride